Cl.Cl.ClC=1C=C(C=CC1COC1=C(C=CC=C1)CCNC1C=2C=CC(=NC2CCC1)C(=O)OCC)C1=CC=C(C=C1)C(F)(F)F ethyl 5-{[2-(2-{[3-chloro-4'-(trifluoromethyl)biphenyl-4-yl]methoxy}phenyl)-ethyl]amino}-5,6,7,8-tetrahydroquinoline-2-carboxylate dihydrochloride